1-Butyl-2-ethylpyrrolidinium triflat [O-]S(=O)(=O)C(F)(F)F.C(CCC)[NH+]1C(CCC1)CC